ClC1=CC=C(C=C1)NC(C1=CC(=C(C=C1)N(C(=O)NC1=CC=C(C=C1)Cl)CCN1CCOCC1)Cl)=O N-(4-chlorophenyl)-4-{3-(4-chlorophenyl)-1-[2-(4-morpholinyl)ethyl]ureido}-3-chlorobenzamide